methyl 4-bromo-1-cyclobutyl-1H-pyrazole-3-carboxylate BrC=1C(=NN(C1)C1CCC1)C(=O)OC